C1C=CN2C(=CC=C12)C(=O)O Pyrrolizine-5-carboxylic acid